(1RS,2SR,5SR-7RS,8SR)-5-methyltricyclo[6.2.1.0~2,7~]undecan-4-one C[C@@H]1C(C[C@H]2[C@@H]3CC[C@H]([C@H]2C1)C3)=O |r|